dimethyl-(naphthylmethyl)tetradecyl-ammonium chloride [Cl-].C[N+](CCCCCCCCCCCCCC)(CC1=CC=CC2=CC=CC=C12)C